FC1(OC2=C(O1)C=CC(=C2)C(NC(CCC)=O)C2=CC(=C1C=CC=NC1=C2O)C)F N-((2,2-difluorobenzo[d][1,3]dioxol-5-yl)(8-hydroxy-5-methylquinolin-7-yl)methyl)butyramide